F[C@@H]1[C@@H](C1)NC(=O)C1=CN=C2N1N=C(C=C2NC)N2CCC1=C(C=CC=C21)C2=NC=C(C=C2)C(=O)N2CCNCC2 N-[(1R,2S)-2-fluorocyclopropyl]-8-(methylamino)-6-{4-[5-(piperazine-1-carbonyl)pyridin-2-yl]-2,3-dihydroindol-1-yl}imidazo[1,2-b]pyridazine-3-carboxamide